5-[1-(4-ethylphenyl)-1H-pyrazol-4-yl]-1H-indol C(C)C1=CC=C(C=C1)N1N=CC(=C1)C=1C=C2C=CNC2=CC1